C1(=CC=C(C=C1)[B-](C1=CC=C(C=C1)C)(C1=CC=C(C=C1)C)C1=CC=C(C=C1)C)C.C(CC)[NH+](CCC)CCC tripropylammonium tetrakis(p-tolyl)borate